C(#C)C1=CC=C2C(=N1)NN=C2 6-ethynyl-1H-pyrazolo[3,4-b]pyridine